N-((3,6-dichloro-2-methoxybenzoyl)oxy)acetamide ClC=1C(=C(C(=O)ONC(C)=O)C(=CC1)Cl)OC